ClC1=C(C(=O)NC=2C=C3C=C(N(C3=CC2)C(C)C)C(=O)NC2=CC(=CC(=C2)Cl)Cl)C=C(C=C1)CNC(C(C)C)=O 5-(2-chloro-5-(isobutyrylaminomethyl)benzoylamino)-N-(3,5-dichlorophenyl)-1-isopropyl-1H-indole-2-carboxamide